diphenoxymethylsulfonyl-phosphoramide O(C1=CC=CC=C1)C(S(=O)(=O)NP(=O)(N)N)OC1=CC=CC=C1